4-dimethylaminopyridine nitrogen [N].CN(C1=CC=NC=C1)C